4-{[2-chloro-3-(3-methylmorpholine-4-carbonyl)phenyl]amino}-3-cyclopropyl-N-[(2E)-4-oxo-1,3-diazinan-2-ylidene]benzamide ClC1=C(C=CC=C1C(=O)N1C(COCC1)C)NC1=C(C=C(C(=O)/N=C/2\NCCC(N2)=O)C=C1)C1CC1